L-valine 4-(benzyloxy)-4-oxobutyl ester C(C1=CC=CC=C1)OC(CCCOC([C@@H](N)C(C)C)=O)=O